C([C@@H]1[C@@H]([C@@H]([C@H]([C@H](O1)OC[C@@H]2[C@H]([C@@H]([C@H]([C@H](O2)O[C@]3([C@H]([C@@H]([C@H](O3)CO)O)O)CO[C@@H]4[C@@H]([C@H]([C@H]([C@H](O4)CO)O)O)O)O)O)O)O)O)O)O The molecule is a tetrasaccharide consisting of raffinose, to the furanose O-1 position of which is linked an alpha-D-galactosyl group. It derives from a raffinose.